C=1(C(=CC=CC1)C(=O)NC=1C=C(C=C(C(=O)O)C1)C(=O)O)C=1C(=CC=CC1)C(=O)NC=1C=C(C=C(C(=O)O)C1)C(=O)O 5,5'-(((1,1'-biphenyl)-2,2'-dicarbonyl)bis(azanediyl))diisophthalic acid